C(C)(C)(C)OC(=O)N1C(N(C2=C1C=CC=C2)CC2=CC=C(C=C2)CBr)=O (4-(bromomethyl)benzyl)-2-oxo-2,3-dihydro-1H-benzo[d]imidazole-1-carboxylic acid tert-butyl ester